(3R)-3-amino-5-[(4-chlorophenyl)methyl]-7-[5-[(3,3-difluorocyclopentyl)amino]-1,3,4-oxadiazol-2-yl]-8-fluoro-1,1-dioxo-2,3-dihydro-1lambda6,5-benzothiazepin-4-one N[C@H]1CS(C2=C(N(C1=O)CC1=CC=C(C=C1)Cl)C=C(C(=C2)F)C=2OC(=NN2)NC2CC(CC2)(F)F)(=O)=O